C(C)OC(=O)C1N(C2=C3C(NCC2CC1C(C)(C)C)NCCC3)CCCC(=O)OC tert-butyl-(1R,3aS,3aS,10aR)-1-(4-methoxy-4-oxobutyl)octahydro-1H,4H-pyrido[1,6]naphthyridine-2(3H)-carboxylic acid ethyl ester